C12(CNCC2C1)C#CC1=C(C=C2C(=NC=NC2=C1)NC1=CC=C(C=C1)OC1=CC=CC=C1)[N+](=O)[O-] 7-(3-azabicyclo[3.1.0]hexane-1-ylethynyl)-6-nitro-N-(4-phenoxyphenyl)quinazolin-4-amine